ClC1=CC=C(C=N1)CNC(=O)C1=NN(C=2C(N(CCC21)CC2(CC2)S(=O)(=O)C2CC2)=O)C N-((6-Chloropyridin-3-yl)methyl)-6-((1-(cyclopropylsulfonyl)cyclopropyl)methyl)-1-methyl-7-oxo-4,5,6,7-tetrahydro-1H-pyrazolo[3,4-c]pyridine-3-carboxamide